octyl dithio-dibutenate C(C=CCSSCC=CC(=O)[O-])(=O)OCCCCCCCC